BrC=1N=C2N(N1)[C@@H](C[C@@H]2OC)C2=CC=CC=C2 cis-2-bromo-7-methoxy-5-phenyl-6,7-dihydro-5H-pyrrolo[1,2-b][1,2,4]triazole